3-(indolin-6-yl)-6-(6-methoxypyridin-3-yl)-1,4-dihydrothieno[2',3':4,5]cyclopenta[1,2-c]pyrazole N1CCC2=CC=C(C=C12)C=1C2=C(NN1)C1=C(C2)SC(=C1)C=1C=NC(=CC1)OC